(E)-4-(3-(2,4-dihydroxyphenyl)acryloyl)-7-hydroxycoumarin OC1=C(C=CC(=C1)O)/C=C/C(=O)C1=CC(OC2=CC(=CC=C12)O)=O